[1,1'-biphenyl]-2-carboxylate C=1(C(=CC=CC1)C(=O)[O-])C1=CC=CC=C1